BrC1=C(SC=C1)S(=O)(=O)NCC=1N=NN(C1)[C@H](C(=O)NO)CC1=CC=C(C=C1)O (2S)-2-[4-[[(3-bromo-2-thienyl)sulfonylamino]methyl]triazol-1-yl]-3-(4-hydroxyphenyl)propanehydroxamic acid